2-((2-((4-(1-(1-(2-hydroxyacetyl)piperidin-4-yl)-1H-pyrazol-4-yl)phenyl)amino)-5-(trifluoromethyl)pyrimidin-4-yl)amino)-N-methylbenzamide OCC(=O)N1CCC(CC1)N1N=CC(=C1)C1=CC=C(C=C1)NC1=NC=C(C(=N1)NC1=C(C(=O)NC)C=CC=C1)C(F)(F)F